C(C)N1C(N(CC1)C(C=1C=NC=CC1)C1=CC(=C2C=CC=NC2=C1O)C)=O 1-ethyl-3-((8-hydroxy-5-methylquinolin-7-yl)(pyridin-3-yl)methyl)imidazolidin-2-one